CC1=C(C=CC=C1COC1=NC=2CCN(CC2C=C1)CCO)C1=C(C=CC=C1)C 2-(2-((2,2'-dimethyl-[1,1'-biphenyl]-3-yl)methoxy)-7,8-dihydro-1,6-naphthyridin-6(5H)-yl)ethan-1-ol